C(C)(C)(C)CN(C(O)=O)C=1C=C(C=C2C3=C(NC12)[N+](=CC(=C3)Cl)[O-])F.O3C(COCC3)S dioxaneThiol tert-butyl-N-(3-chloro-6-fluoro-1-oxido-9H-pyrido[2,3-b]indol-1-ium-8-yl)-N-methyl-carbamate